5-(2,6-dimorpholin-4-yl-pyrimidin-4-yl)-4-(trifluoromethyl)pyridin-2-amine N1(CCOCC1)C1=NC(=CC(=N1)C=1C(=CC(=NC1)N)C(F)(F)F)N1CCOCC1